(-)-(5-{[2-(4-Isopropylphenyl)imidazo[1,2-a]pyridin-3-yl]methyl}-2,5-diazabicyclo[2.2.2]oct-2-yl)(3-methoxyphenyl)methanone C(C)(C)C1=CC=C(C=C1)C=1N=C2N(C=CC=C2)C1CN1C2CN(C(C1)CC2)C(=O)C2=CC(=CC=C2)OC